BrCC1CC(CC1)O[Si](C1=CC=CC=C1)(C1=CC=CC=C1)C(C)(C)C ((3-(bromomethyl)cyclopentyl)oxy)(tert-butyl)diphenylsilane